COC(=O)C1=CC(=C(OC[C@H]2N(CCC2)C(=O)OC(C)(C)C)C=C1)NS(=O)(=O)CC1=CC=CC=C1 tert-butyl (S)-2-((4-(methoxycarbonyl)-2-((phenylmethyl)sulfonamido)phenoxy)methyl)pyrrolidine-1-carboxylate